(3-(2-bromo-2-(2-chloropyrimidin-4-yl)acetyl)-2-fluorophenyl)-acetamide BrC(C(=O)C=1C(=C(C=CC1)CC(=O)N)F)C1=NC(=NC=C1)Cl